C(C)C=1C=C2C(=CC(=NC2=CC1)C)C(=O)O 6-ethyl-2-methylquinoline-4-carboxylic acid